BrC=1C=NN2C1N=C(N=C2NCC2=NC1=C(N2)C=CC=C1C)S(=O)C 8-bromo-N-[(4-methyl-1H-benzimidazol-2-yl)methyl]-2-methylsulfinyl-pyrazolo[1,5-a][1,3,5]triazin-4-amine